N-(4-(1H-imidazol-1-yl)-3-(trifluoromethyl)phenyl)-3-(imidazo[1,2-b]pyridazin-3-ylethynyl)-4-methylbenzamide N1(C=NC=C1)C1=C(C=C(C=C1)NC(C1=CC(=C(C=C1)C)C#CC1=CN=C2N1N=CC=C2)=O)C(F)(F)F